O=C1NC(CCC1N1C(C2=CC=C(C=C2C1=O)NCCCNC(C)=O)=O)=O N-(3-((2-(2,6-dioxopiperidin-3-yl)-1,3-dioxoisoindolin-5-yl)amino)propyl)acetamide